ClC(C(=O)OCC)C(C)=O ethyl 2-chloro-3-oxobutanoate